tert-butyl (R)-3-((4-(5-fluoropyridin-2-yl)-1,2,3,4-tetrahydroquinoxaline-1-carboxamido)methyl)pyrrolidine-1-carboxylate FC=1C=CC(=NC1)N1CCN(C2=CC=CC=C12)C(=O)NC[C@@H]1CN(CC1)C(=O)OC(C)(C)C